(2S)-2-((2,3-dihydro-1H-inden-5-yloxy)((4-formyl-5-hydroxy-6-methylpyridin-3-yl)methoxy)phosphorylamino)propionic acid isopropyl ester C(C)(C)OC([C@H](C)NP(=O)(OCC=1C=NC(=C(C1C=O)O)C)OC=1C=C2CCCC2=CC1)=O